ClC(C(=O)[O-])(O)C1=CC=CC=C1 chloromandelate